ClC1=C(C=CC2=C1C(=N[C@H](C=1N2N=C(N1)C(=O)N1C[C@H](CC1)F)C)C1=NC=CC=C1F)Cl [(4S)-7,8-dichloro-6-(3-fluoro-2-pyridyl)-4-methyl-4H-[1,2,4]triazolo[1,5-a][1,4]benzodiazepin-2-yl]-[(3S)-3-fluoropyrrolidin-1-yl]methanone